N-(5-(3,5-difluorobenzyl)-1H-indazol-3-yl)-4-(4-(2-((1-(2,6-dioxopiperidin-3-yl)-1H-indol-4-yl)amino)ethyl)piperazin-1-yl)-2-((tetrahydro-2H-pyran-4-yl)amino)benzamide FC=1C=C(CC=2C=C3C(=NNC3=CC2)NC(C2=C(C=C(C=C2)N2CCN(CC2)CCNC2=C3C=CN(C3=CC=C2)C2C(NC(CC2)=O)=O)NC2CCOCC2)=O)C=C(C1)F